C1(CC1)N1C(=CC2=C1C(N(C=C2C=2SC(=CC2OC2=C(C=C(C=C2C)F)C)CC(C)(C)O)C)=O)C(=O)N cyclopropyl-4-(3-(4-fluoro-2,6-dimethylphenoxy)-5-(2-hydroxy-2-methylpropyl)thiophen-2-yl)-6-methyl-7-oxo-6,7-dihydro-1H-pyrrolo[2,3-c]pyridine-2-carboxamide